tert-butyl (S)-2-(4,4-difluoro-2-(1-(4-methoxybenzyl)-6-oxo-5-(trifluoromethyl)-1,6-dihydropyridazin-3-yl)pyrrolidin-1-yl)acetate FC1(C[C@H](N(C1)CC(=O)OC(C)(C)C)C1=NN(C(C(=C1)C(F)(F)F)=O)CC1=CC=C(C=C1)OC)F